C(C1=CC=CC=C1)OC(=O)C=1C=C(C=CC1C)/C=C/C(=O)OCC E-ethyl 3-(3-((benzyloxy)carbonyl)-4-methylphenyl)acrylate